FC(C1=NC=2N(C(=C1)NC[C@@](C)(C1=CC=CC=C1)C1CN(C1)S(=O)(=O)N)N=C(C2)C(F)(F)F)F (R)-3-(1-((5-(difluoromethyl)-2-(trifluoromethyl)pyrazolo[1,5-a]pyrimidin-7-yl)amino)-2-phenylpropan-2-yl)azetidine-1-sulfonamide